ClC1=C(NC(=C1Cl)C)C(=O)NC1=C(OCCC2CCN(CC2)C(=O)OC(C)(C)C)C=C(C=C1)C(=O)NN tert-butyl 4-(2-(2-(3,4-dichloro-5-methyl-1H-pyrrole-2-carboxamido)-5-(hydrazinecarbonyl)phenoxy)ethyl)piperidine-1-carboxylate